oxo-(2-pyridylamino)-acetic acid O=C(C(=O)O)NC1=NC=CC=C1